2-[[5-(4-Fluorophenyl)-2-furanyl]methylene]-2,3-dihydro-1H-inden-1-one FC1=CC=C(C=C1)C1=CC=C(O1)C=C1C(C2=CC=CC=C2C1)=O